FC=1C=C2C(CCC(C2=CC1)=O)(C)C 6-fluoro-4,4-dimethyl-1-tetralone